3-methyl-1-(4-phenyl-2-thiazolyl)-1H-pyrazol-5-ol CC1=NN(C(=C1)O)C=1SC=C(N1)C1=CC=CC=C1